magnesium sulfoate S(=O)(=O)([O-])[O-].[Mg+2]